COC=1C2=C(N=C(N1)NC1CC(C1)(O)C)NC=C2C=2C=CC=1N(C2)C(=NN1)C (1r,3r)-3-((4-methoxy-5-(3-methyl-[1,2,4]triazolo[4,3-a]pyridin-6-yl)-7H-pyrrolo[2,3-d]pyrimidin-2-yl)amino)-1-methylcyclobutan-1-ol